2-bromo-8-pentafluoroethyldibenzofuran BrC1=CC2=C(OC3=C2C=C(C=C3)C(C(F)(F)F)(F)F)C=C1